(4S)-3-(methyl-sulfonyl)-4-propyldihydro-furan-2(3H)-one CS(=O)(=O)C1C(OC[C@@H]1CCC)=O